2-Aminopropyl-(7-fluoro-6-(8-methyl-2,3-dihydro-1H-pyrido[2,3-b][1,4]oxazin-7-yl)isochinolin-3-yl)carbamat NC(COC(NC=1N=CC2=CC(=C(C=C2C1)C1=C(C2=C(OCCN2)N=C1)C)F)=O)C